(S)-1-(Benzylamino)-2-propanol C(C1=CC=CC=C1)NC[C@H](C)O